3-(((1-(3-((7-oxo-7H-furo[3,2-g]chromen-4-yl)oxy)propyl)piperidin-4-yl)amino)methyl)benzonitrile O=C1OC2=CC3=C(C(=C2C=C1)OCCCN1CCC(CC1)NCC=1C=C(C#N)C=CC1)C=CO3